5-bromo-1-iodo-2-((2-methylallyl)oxy)-3-(trifluoromethyl)benzene BrC=1C=C(C(=C(C1)I)OCC(=C)C)C(F)(F)F